Dimethylhafnium [2',2'''-(pyridine-2,6-diyl)bis(3-((1r,3R,5S,7r)-3,5-dimethyladamantan-1-yl)-4'-isopropyl-5-methyl-[1,1'-biphenyl]-2-olate)] N1=C(C=CC=C1C1=C(C=CC(=C1)C(C)C)C=1C(=C(C=C(C1)C)C12C[C@]3(C[C@](CC(C1)C3)(C2)C)C)[O-])C2=C(C=CC(=C2)C(C)C)C=2C(=C(C=C(C2)C)C23C[C@]1(C[C@](CC(C2)C1)(C3)C)C)[O-].C[Hf+2]C